3-methyl-5-(5-(trifluoromethoxy)pyridin-2-yl)-3,6-dihydro-2H-1,4-oxazine CC1COCC(=N1)C1=NC=C(C=C1)OC(F)(F)F